(3S)-3-({N-[(4-methoxy-1H-indol-2-yl)carbonyl]-L-leucyl}amino)-2-oxo-4-[(3S)-2-oxopyrrolidin-3-yl]butyl methyl carbonate C(OCC([C@H](C[C@H]1C(NCC1)=O)NC([C@@H](NC(=O)C=1NC2=CC=CC(=C2C1)OC)CC(C)C)=O)=O)(OC)=O